triazole-1-yl-oxy-tris-(dimethylamino)-phosphonium hexafluorophosphate F[P-](F)(F)(F)(F)F.N1(N=NC=C1)O[P+](N(C)C)(N(C)C)N(C)C